C(C)(C)(C)OC(NCC#CC1=C(C=CC(=C1)[N+](=O)[O-])Br)=O (3-(2-bromo-5-nitrophenyl)prop-2-yn-1-yl)carbamic acid tert-butyl ester